2-((1r,4r)-4-(2-(2-(4-benzylpiperidin-1-yl)-2-oxoethyl)imidazo[4,5-d]Pyrrolo[2,3-b]Pyridin-1(6H)-yl)cyclohexyl)acetonitrile C(C1=CC=CC=C1)C1CCN(CC1)C(CC1=NC=2C(=C3C(=NC2)NC=C3)N1C1CCC(CC1)CC#N)=O